BrC=1C=2C(N=C3N(C2C=CC1)C1=CC(=CC=C1C31CCCCC1)N1CCC(CC1)CN1CC3(CC1)CCN(CC3)C3=CC(=C(C(=C3)F)C3C(NC(CC3)=O)=O)F)=O 3-(4-(2-((1-(4'-bromo-5'-oxo-5'H-spiro[cyclohexane-1,7'-indolo[1,2-a]quinazolin]-10'-yl)piperidin-4-yl)methyl)-2,8-diazaspiro[4.5]decan-8-yl)-2,6-difluorophenyl)piperidine-2,6-dione